FC(=CC(=O)O)F 3,3-difluoropropan-2-enoic acid